CC(C[C@H](NC(=O)C1(CC(=NO1)C1=CC=CC=C1)C)B(O)O)C ((1R)-3-methyl-1-(5-methyl-3-phenyl-4,5-dihydroisoxazole-5-carboxamido)butyl)boronic acid